NC1=CC=C(C=C1)C1(CC(C2=CC(=CC=C12)N)(C)C)C 1-(4-aminophenyl)-2,3-dihydro-1,3,3-trimethyl-1H-indene-5-amine